6-[5-[(1S)-1-[[6,8-bis(trifluoromethyl)quinazolin-4-yl]amino]ethyl]-1,2,4-triazol-1-yl]-2-methyl-pyridazin-3-one FC(C=1C=C2C(=NC=NC2=C(C1)C(F)(F)F)N[C@@H](C)C1=NC=NN1C=1C=CC(N(N1)C)=O)(F)F